tert-butyl 3-[3-[1-(2,6-dioxo-3-piperidyl)-3-methyl-2-oxo-benzimidazol-4-yl]propoxy]propanoate O=C1NC(CCC1N1C(N(C2=C1C=CC=C2CCCOCCC(=O)OC(C)(C)C)C)=O)=O